C1(=CCCCC1)C=1N(C=CC1)C(=O)OC(C)(C)C tert-butyl 2-(cyclohex-1-en-1-yl)-1H-pyrrole-1-carboxylate